2-(4-(tert-Butoxycarbonyl)piperazin-1-yl)-4-oxo-6,7-dihydrothiazolo[5,4-c]pyridine-5(4H)-carboxylic acid tert-butyl ester C(C)(C)(C)OC(=O)N1C(C2=C(CC1)N=C(S2)N2CCN(CC2)C(=O)OC(C)(C)C)=O